C(CCCCC)N1C2=CC=C(C=C2C=2C=C(C=CC12)C=O)C=O 9-hexyl-9H-carbazole-3,6-dicarboxaldehyde